C(C)(C)(C)OC(=O)N1CCC(CC1)(O)CN1CC2=CC(=CC=C2CC1)NC1=NC=C2C(=N1)N(N=C2NC2=C(C=CC=C2C)C)C 4-((7-((3-((2,6-dimethylphenyl)amino)-1-methyl-1H-pyrazolo[3,4-d]pyrimidin-6-yl)amino)-3,4-dihydroisoquinolin-2(1H)-yl)methyl)-4-hydroxypiperidine-1-carboxylic acid tert-butyl ester